(2S,3S,4R,5R)-3,4-dihydroxyl-5-(2-(5-methoxypyridin-3-yl)-6-((pyridin-2-ylmethyl)amino)-9H-purin-9-yl)-N-methyltetrahydrofuran-2-formamide O[C@@H]1[C@H](O[C@H]([C@@H]1O)N1C2=NC(=NC(=C2N=C1)NCC1=NC=CC=C1)C=1C=NC=C(C1)OC)C(=O)NC